N[C@H](C(=O)O)CC1=CC=C(C=C1)OC(NC(CC1=CC2=C(OCO2)C=C1)C)=O (2S)-2-amino-3-(4-(((1-(benzo[d][1,3]dioxol-5-yl)propan-2-yl)carbamoyl)oxy)phenyl)propanoic acid